O1C2=C(OCC1)C=C(C=C2)C(CCN2CCC(C1=CC=CC=C21)=O)=O (3-(2,3-dihydrobenzo[b][1,4]dioxin-6-yl)-3-oxopropyl)-2,3-dihydroquinolin-4(1H)-one